3-(1H-indazol-5-yl)-N-(4-(6-(4-methylpiperazin-1-yl)-6-oxohexyl)-1-phenyl-1H-imidazol-2-yl)benzamide N1N=CC2=CC(=CC=C12)C=1C=C(C(=O)NC=2N(C=C(N2)CCCCCC(=O)N2CCN(CC2)C)C2=CC=CC=C2)C=CC1